2-(6-(((1r,2r,3r,5s)-2-fluoro-9-azabicyclo[3.3.1]non-3-yl)oxy)pyridazin-3-yl)-5-(1-methyl-1H-pyrazol-4-yl)phenol F[C@@H]1[C@H]2CCC[C@@H](C[C@H]1OC1=CC=C(N=N1)C1=C(C=C(C=C1)C=1C=NN(C1)C)O)N2